NC1=C(C(=NN1C1CCN(CC1)CC(F)F)C1=C2C=CNC2=C(C=C1)CNC(C1=C(C=CC(=C1)F)OC)=O)C(=O)N 5-amino-1-(1-(2,2-difluoroethyl)piperidin-4-yl)-3-(7-((5-fluoro-2-methoxybenzamido)methyl)-1H-indol-4-yl)-1H-pyrazole-4-carboxamide